CC1(OB(OC1(C)C)C1[C@@H]2CN(C[C@H]12)C(=O)OC(C)(C)C)C tert-butyl (1R,5S)-6-(4,4,5,5-tetramethyl-1,3,2-dioxaborolan-2-yl)-3-azabicyclo[3.1.0]hexane-3-carboxylate